1-(3-(2-oxabicyclo[2.2.2]oct-4-yl)-5,6-dihydroimidazo[1,5-a]pyrazin-7(8H)-yl)ethanone C12OCC(CC1)(CC2)C2=NC=C1N2CCN(C1)C(C)=O